(2R,4S)-4-(benzyloxy)-N-(4-bromo-6-chloropyridazin-3-yl)-2-methyl-pyrrolidine-2-carboxamide C(C1=CC=CC=C1)O[C@H]1C[C@@](NC1)(C(=O)NC=1N=NC(=CC1Br)Cl)C